OC1=C(C(N(C=C1)C)=O)NC(N[C@@H](CC(=O)OCC)C=1C=C(C=C(C1)OC)C1=CC=CC=C1)=O Ethyl (S)-3-(3-(4-Hydroxy-1-methyl-2-oxo-1,2-dihydropyridin-3-yl)ureido)-3-(5-methoxybiphenyl-3-yl)propanoat